FC1(CC(CC1)CN1N=C(C(=C1C(=O)NC1=CC(=NC=C1)S(=O)(=O)C)C(F)(F)F)CC)F 1-((3,3-difluorocyclopentyl)methyl)-3-ethyl-N-(2-(methylsulfonyl)pyridin-4-yl)-4-(trifluoromethyl)-1H-pyrazole-5-carboxamide